1-(4-bromo-2-(N,N-dimethylsulfamoyl)-6-(trifluoromethyl)-phenoxy)-22-carboxy-1,10,19,24-tetraoxo-3,6,12,15-tetraoxa-9,18,23-triazahentetracontan-41-oic acid BrC1=CC(=C(OC(COCCOCCNC(COCCOCCNC(CCC(NC(CCCCCCCCCCCCCCCCC(=O)O)=O)C(=O)O)=O)=O)=O)C(=C1)C(F)(F)F)S(N(C)C)(=O)=O